5-(1-(1-(4-((R)-3-((cyclobutylmethyl)amino)piperidin-1-yl)phenyl)ethyl)-1H-1,2,3-triazol-4-yl)-N,N-dimethylpyridin-3-amine C1(CCC1)CN[C@H]1CN(CCC1)C1=CC=C(C=C1)C(C)N1N=NC(=C1)C=1C=C(C=NC1)N(C)C